C(=O)(OC(C)(C)C)N1[C@@H](CCC1)C#N (S)-1-N-Boc-2-pyrrolidinecarbonitrile